tert-butyl (2-(((S)-4-((tert-butoxycarbonyl)amino)pentyl)oxy)-6-fluoropyridin-4-yl)(1-(tert-butyl)-3-((1S,3R)-3-((tert-butyldimethylsilyl)oxy)cyclopentyl)-1H-pyrazol-5-yl)carbamate C(C)(C)(C)OC(=O)N[C@H](CCCOC1=NC(=CC(=C1)N(C(OC(C)(C)C)=O)C1=CC(=NN1C(C)(C)C)[C@@H]1C[C@@H](CC1)O[Si](C)(C)C(C)(C)C)F)C